FC1(CCN(CC1)C=1C(=C(C=CC1)NC(C1=C(C=C(C=C1)I)N1CCC2(CC2)CC1)=O)OC)F N-(3-(4,4-difluoropiperidin-1-yl)-2-methoxyphenyl)-4-iodo-2-(6-azaspiro[2.5]octane-6-yl)benzamide